3-(2-chloropyrimidin-5-yl)-5-(2-(3-fluoro-3-methylazetidin-1-yl)-2-oxoethyl)thieno[3,2-c]pyridin-4(5H)-one ClC1=NC=C(C=N1)C1=CSC2=C1C(N(C=C2)CC(=O)N2CC(C2)(C)F)=O